8-(methylsulfanylmethoxy)-3-[1-(2,2,3,3,3-pentafluoropropyl)pyrazol-4-yl]-2-(trifluoromethyl)pyrido[1,2-a]pyrimidin-4-one CSCOC1=CC=2N(C(C(=C(N2)C(F)(F)F)C=2C=NN(C2)CC(C(F)(F)F)(F)F)=O)C=C1